ClC=1C=C(C(=NC1O[C@H]1CCC2=C(C=CC=C12)C1=CCCCC1)OC)CNC[C@@H]1CCC(N1)=O (S)-5-((((5-chloro-6-(((S)-4-(cyclohex-1-en-1-yl)-2,3-dihydro-1H-inden-1-yl)oxy)-2-methoxypyridin-3-yl)methyl)amino)methyl)pyrrolidin-2-one